di-tert-butyl 1-(1-hydroxy-2-methylpropan-2-yl)hydrazine-1,2-dicarboxylate OCC(C)(C)N(NC(=O)OC(C)(C)C)C(=O)OC(C)(C)C